C(C)(C)(C)OC(=O)N1CCC(CC1)=O 1-tert-Butoxycarbonylpiperidin-4-one